CN1C[C@]2(C[C@H]2C1)C#CC1=C(C=C2C(=NC=NC2=C1)NC1=CC=C(C=C1)OC1=CC=CC=C1)[N+](=O)[O-] 7-[2-[(1S,5R)-3-methyl-3-azabicyclo[3.1.0]hexan-1-yl]ethynyl]-6-nitro-N-(4-phenoxyphenyl)quinazolin-4-amine